N-benzyl-N,2,4-trimethyl-7-oxo-6-(3,4,5-trichlorophenyl)-6-azabicyclo[3.2.1]oct-3-ene-8-carboxamide C(C1=CC=CC=C1)N(C(=O)C1C2C(C=C(C1N(C2=O)C2=CC(=C(C(=C2)Cl)Cl)Cl)C)C)C